FC=1C=C2C(=C(\C(\C2=CC1)=C/C1=CC=C(C=C1)C(C1=CC=C(C=C1)OC)=O)C)CC(=O)O (E)-2-(5-Fluoro-1-(4-(4-methoxybenzoyl)benzylidene)-2-methyl-1H-inden-3-yl)acetic acid